COC1=CC(=C(C=C1NC1=NC=CC(=N1)C1=CN(C2=CC=CC=C12)C)NC([O-])=O)N(CCN(CCOCCONC)C)C [4-methoxy-5-[[4-(1-methylindol-3-yl)pyrimidin-2-yl]amino]-2-[methyl-[2-[methyl-[2-[2-(methylaminooxy)ethoxy]ethyl]amino]ethyl]amino]phenyl]carbamate